2,6-diethyl-1,4-phenylenoxid C(C)C1=C2C(=CC(=C1)O2)CC